O=C1C=CC=C2N1CCS2.[Na] sodium 5-oxo-3,5-dihydro-2H-thiazolo[3,2-a]pyridine